(E)-N'-cyano-2-((R)-1-((2-cyanophenyl)sulfonyl)pyrrolidin-2-yl)-N-((1,2,3,5,6,7-hexahydro-s-indacen-4-yl)carbamoyl)ethene-1-sulfonimidamide C(#N)N=S(=O)(NC(NC1=C2CCCC2=CC=2CCCC12)=O)\C=C\[C@@H]1N(CCC1)S(=O)(=O)C1=C(C=CC=C1)C#N